NCCN(S(=O)(=O)C1=CC=C(C=C1)NC1=NC=CC(=N1)NC1=NC(=NC=C1)C1=NC(=CC=C1)C)C N-(2-aminoethyl)-N-methyl-4-[[4-[[2-(6-methyl-2-pyridyl)pyrimidin-4-yl]amino]pyrimidin-2-yl]amino]benzenesulfonamide